1-methyl-3-(2-oxo-2-(7-(4-(trifluoromethyl)-phenoxy)-3,4-dihydro-isoquinolin-2(1H)-yl)-ethyl)urea CNC(=O)NCC(N1CC2=CC(=CC=C2CC1)OC1=CC=C(C=C1)C(F)(F)F)=O